C(C)N(CCC1=NC2=C(N1C)C=C(C=C2)C2=NC=1C=NC(=NC1N(C2=O)C2=CC=C(C=C2)OC(F)F)OCC)CC 6-(2-(2-(diethylamino)ethyl)-1-methyl-1H-benzo[d]imidazol-6-yl)-8-(4-(difluoromethoxy)phenyl)-2-ethoxypteridin-7(8H)-one